11-fluoro-13-methyl-6,7,13,14-tetrahydro-1,15-ethenopyrazolo[4,3-f][1,4,8,10]benzoxatriazacyclotridecin-4(5H)-one FC=1C=CC2=C(C(NC3=NC4=C(C(NCCO2)=O)C=NN4C=C3)C)C1